CN1CC(C1)(C)[C@@](C=1C=C(C=NC1)N1C(C[C@@H](C1)CC(C)C)=O)(C1=CC=C(C=C1)C(C)C)O (S)-1-{5-[(R)-(1,3-dimethyl-azetidin-3-yl)-hydroxy-(4-isopropyl-phenyl)-methyl]-pyridin-3-yl}-4-isobutyl-pyrrolidin-2-one